4-(6-(5-((2,4-difluorophenyl)sulfonylamino)-6-methoxypyridin-3-yl)quinolin-4-yl)piperazine-1-carboxylic acid tertButyl ester C(C)(C)(C)OC(=O)N1CCN(CC1)C1=CC=NC2=CC=C(C=C12)C=1C=NC(=C(C1)NS(=O)(=O)C1=C(C=C(C=C1)F)F)OC